3-METHYL-4-TRIFLUOROMETHYL-PHENYLBORONIC ACID CC=1C=C(C=CC1C(F)(F)F)B(O)O